BrCN1CCC1 (bromomethyl)azetidine